O1-tert-butyl O3-methyl 5-methylpyrrolidine-1,3-dicarboxylate CC1CC(CN1C(=O)OC(C)(C)C)C(=O)OC